CN1C(CC[C@H](C1)NC=1N=CC2=C(N1)NC=C2C=2C=CC=1N(C2)C(=NN1)C)=O (R)-1-methyl-5-((5-(3-methyl-[1,2,4]triazolo[4,3-a]pyridin-6-yl)-7H-pyrrolo[2,3-d]pyrimidin-2-yl)amino)piperidin-2-one